COC(=O)C=1N=NC(=CC1NC1=CC=C(C=C1)C(C(=O)OC(C)(C)C)(C)C)Cl 4-((4-(1-(tert-butoxy)-2-methyl-1-oxopropan-2-yl)phenyl)amino)-6-chloropyridazine-3-carboxylic acid Methyl ester